COC(=O)C1=NC=C(N(C1=O)C1=NC=C(C=C1)F)C 4-(5-Fluoropyridin-2-yl)-5-methyl-3-oxo-3,4-dihydropyrazine-2-carboxylic acid methyl ester